NC1=C(C(=NN1C1CC(C1)(C)O)C1=CC=C2C(=C(C(=NC2=C1)C1=C(C=CC=C1)F)F)OC)C(=O)N 5-amino-3-(3-fluoro-2-(2-fluorophenyl)-4-methoxyquinolin-7-yl)-1-((1s,3s)-3-hydroxy-3-methylcyclobutyl)-1H-pyrazole-4-carboxamide